N1CC(C1)N1CCC(CC1)N1CCC(CC1)N1N=C(C=2C1=NC=NC2N)C2=CC=C(C=C2)OC2=C(C=CC=C2)F 1-(1'-(azetidin-3-yl)-[1,4'-bipiperidin]-4-yl)-3-(4-(2-fluorophenoxy)phenyl)-1H-pyrazolo[3,4-d]pyrimidin-4-amine